[Si](C)(C)(C(C)(C)C)OCC12CCC(CC1)(N2C(=O)OC(C)(C)C)C(=O)OC 7-(tert-butyl) 1-methyl 4-(((tert-butyldimethylsilyl)-oxy)methyl)-7-azabicyclo[2.2.1]heptane-1,7-dicarboxylate